2-(6-(3-aminopyrrolidin-1-yl)-4-methylpyridin-2-yl)-4-(2-fluoro-6-methoxyphenyl)-2,3-dihydro-1H-pyrrolo[3,4-c]pyridin-1-one NC1CN(CC1)C1=CC(=CC(=N1)N1CC=2C(=NC=CC2C1=O)C1=C(C=CC=C1OC)F)C